N-benzylquinoxaline-2(1H)-one C(C1=CC=CC=C1)N1C(C=NC2=CC=CC=C12)=O